C(C)(C)C1=CC=C(C=NNC2=C(C(=O)O)C=CC=C2)C=C1 2-(2-(4-isopropylbenzylidene)hydrazino)benzoic acid